P(=O)(OC(C)(C)C)(OC(C)(C)C)OCN1N=CC(=C1)C=1SC=C(N1)C(NC=1C(=NN(C1)[C@@H]1CC[C@H](CC1)OCC)C1=NC(=CC=C1F)F)=O Di-tert-butyl ((4-(4-((3-(3,6-difluoropyridin-2-yl)-1-(trans-4-ethoxycyclohexyl)-1H-pyrazol-4-yl)carbamoyl)thiazol-2-yl)-1H-pyrazol-1-yl)methyl) phosphate